N1=CC=CC2=C(C=CC=C12)NC(C1=CC=CC=C1)=O N-(quinolin-5-yl)benzamide